OC1(OC2=CC=CC=C2C(=C1NC(COC1=CC=CC=C1)=O)C1=CC=CC=C1)C(F)(F)F N-(2-Hydroxy-4-phenyl-2-(trifluoromethyl)-2H-chromen-3-yl)-2-phenoxyacetamide